C1=CC=CC=2C3=CC=CC=C3N(C12)CCP (2-carbazole-9-ylethyl)-phosphine